NC1=C(C(=NN1C1C=NC=CC1(F)F)C1=CC=C(C=C1)CNC(C1=C(C=CC=C1)OC)=O)C(=O)N 5-Amino-1-(4,4-difluoropyridin-3-yl)-3-[4-[[(2-methoxybenzoyl)amino]methyl]phenyl]pyrazole-4-carboxamide